C(C)OC(=O)C(CCC(=O)O)(CC)C1=NC(=NC=C1)NC1=CC=C(C=C1)C 4-ETHOXYCARBONYL-4-[2-(4-METHYLANILINO)PYRIMIDIN-4-YL]HEXANOIC ACID